C1(=CC=CC=C1)B1OB(OB(O1)C1=CC=CC=C1)C1=CC=CC=C1 2,4,6-triphenyl-boroxine